FC(C1=NN(C(=C1)C(F)F)CC(=O)N1CCC(CC1)C=1SC=C(N1)C(=O)OCC1=C(C=CC=C1F)Cl)F (2-chloro-6-fluorophenyl)methyl 2-[1-[2-[3,5-bis(difluoromethyl)-1H-pyrazol-1-yl]acetyl]-4-piperidinyl]-4-thiazolecarboxylate